NC=1C2=C(N=CN1)N(C(C2C(=O)NC2=CC=C(C=C2)COC)Br)C2(CC2)C 4-amino-6-bromo-N-(4-(methoxymethyl)phenyl)-7-(1-methylcyclopropyl)-6,7-dihydro-5H-pyrrolo[2,3-d]pyrimidine-5-carboxamide